CC1(CC=C(CC1)C=1C=CC=C2C=C(C=NC12)C(=O)NCCCNS(=O)(=O)C)C 8-(4,4-dimethylcyclohex-1-en-1-yl)-N-(3-(methylsulfonylamino)propyl)quinoline-3-carboxamide